FC1=CC=C(C=C1)P(C1=CC=C(C=C1)F)=O 4-fluorophenyl-(4-fluorophenyl)phosphine oxide